dimethyl (((5'-methyl-4-(2-methyloctan-2-yl)-2'-(prop-1-en-2-yl)-[1,1'-biphenyl]-2,6-diyl)bis(oxy))bis(methylene))bis(phenylcarbamate) CC=1C=CC(=C(C1)C1=C(C=C(C=C1OCN(C(OC)=O)C1=CC=CC=C1)C(C)(CCCCCC)C)OCN(C(OC)=O)C1=CC=CC=C1)C(=C)C